2-(1-((2,3-dihydrobenzofuran-5-yl)sulfonyl)piperidin-4-yl)imidazo[1,2-a]pyridine O1CCC2=C1C=CC(=C2)S(=O)(=O)N2CCC(CC2)C=2N=C1N(C=CC=C1)C2